(Z)-2-(4-(1-cyano-2-(4-bromophenyl)vinyl)phenyl)-N-isobutylamine C(#N)\C(=C/C1=CC=C(C=C1)Br)\C1=CC=C(C=C1)C(CN)(C)C